(l)-3,5-dimethyl-4-hydroxybenzaldehyde CC=1C=C(C=O)C=C(C1O)C